Cl.O=C1NC(CCC1NC1=CC=C(C=C1)C1C(CN(CC1)CC(=O)O)(F)F)=O 2-[4-[4-[(2,6-dioxo-3-piperidinyl)amino]phenyl]-3,3-difluoro-1-piperidinyl]acetic acid hydrochloride